NC1=CC(=NO1)C1[C@@H]2CN(C[C@H]12)C(=O)C1=CC(=C(C=C1)OC(F)(F)F)F [(1S,5R)-6-(5-aminoisoxazol-3-yl)-3-azabicyclo[3.1.0]hexan-3-yl]-[3-fluoro-4-(trifluoromethoxy)phenyl]methanone